C1(=CC(=CC=C1)C1=CC(=NC2=CC=C(C=C12)C(=O)N1CCN(CC1)C1COC1)C=O)C1=CC=CC=C1 4-([1,1'-biphenyl]-3-yl)-6-(4-(oxetan-3-yl)piperazine-1-carbonyl)quinoline-2-carbaldehyde